C(C)(C)C1=C(C=CC=C1)C1CNC1 3-(2-isopropylphenyl)azetidin